2-(oxetan-3-yl)propan-2-amine O1CC(C1)C(C)(C)N